5-(1-(1-(3-(2,4-difluorophenoxy)-1,6-naphthyridin-7-yl)-2,2,2-trifluoroethyl)pyrrolidin-2-yl)pyridin-2(1H)-one FC1=C(OC=2C=NC3=CC(=NC=C3C2)C(C(F)(F)F)N2C(CCC2)C=2C=CC(NC2)=O)C=CC(=C1)F